3-(tert-butyl)-N-methylcyclobutan-1-amine C(C)(C)(C)C1CC(C1)NC